tert-butyl (8aS)-6-chloro-4-fluoro-5-(5-fluoro-1-methyl-1H-benzimidazol-4-yl)-8a,9,11,12-tetrahydropyrazino[2',1':3,4][1,4]oxazepino[5,6,7-de]quinazoline-10(8H)-carboxylate ClC1=C2C3=C(N=CN=C3C(=C1C1=C(C=CC=3N(C=NC31)C)F)F)N3[C@H](CO2)CN(CC3)C(=O)OC(C)(C)C